ClC1=CC=C(CNC(=O)NC2=CC=C(C=C2)CN2C(CN([C@H](C2)C)C)=O)C=C1 (S)-1-(4-chlorobenzyl)-3-(4-((4,5-dimethyl-2-oxopiperazin-1-yl)methyl)phenyl)urea